SCC(C(=O)C(C(=O)O)C=1SC(=CC1C)N1N=NN=C1)CCC1=CC=CC=C1 (2-mercaptomethyl-4-phenyl-butyryl)-(5-tetrazol-1-YL-methyl-thiophen-2-YL)-acetic acid